methyl 2-[tert-butyl(dimethyl) silyl]oxy-4-[6-[(2-chloro-3-cyano-4-pyridyl)amino]-3-methyl-2-oxo-benzimidazol-1-yl]butanoate [Si](C)(C)(C(C)(C)C)OC(C(=O)OC)CCN1C(N(C2=C1C=C(C=C2)NC2=C(C(=NC=C2)Cl)C#N)C)=O